magnesium calcium germanium [Ge].[Ca].[Mg]